C1N(CCC2=CC=NC=C12)C(=O)[O-] 1,2,3,4-tetrahydro-2,7-naphthyridine-2-carboxylate